3-Trimethoxysilylpropyl methacrylate monosulfide C(C1(CS1)C)(=O)OCCC[Si](OC)(OC)OC